(R)-2-(azetidin-2-yl)ethan-1-ol N1[C@H](CC1)CCO